NC(CN1C(=CC(C(=C1)OCC1=CC=CC=C1)=O)CO)CCCCC 1-(2-aminoheptyl)-2-hydroxymethyl-5-benzyloxypyridin-4-one